C12(CC3CC(CC(C1)C3)C2)NCC(=O)N2CCC(CC2)C=2C=C3C(=C(NC3=CC2)C2=CC(=C(C=C2)OC)OC)C(C)C 2-(((3s,5s,7s)-adamantan-1-yl)amino)-1-(4-(2-(3,4-dimethoxyphenyl)-3-isopropyl-1H-indol-5-yl)piperidin-1-yl)ethan-1-one